FC(COC1=NC(=NC=C1)NCC1=C(C=NN1C)C1=NC=C(C(=N1)C)OC1CCCCC1)(C)F (1S,3S)-3-((2-(5-(((4-(2,2-Difluoropropoxy)pyrimidin-2-yl)amino)methyl)-1-methyl-1H-pyrazol-4-yl)-4-methylpyrimidin-5-yl)oxy)cyclohexan